CC1(CN=C(C(C1=O)(S(=O)(=O)CC)C)C=1NC2=C(C(=NC=C2)C(F)(F)F)N1)C1=CC=CC=C1C#N 6-[3,5-dimethyl-4-oxo-6-(trifluoromethylimidazo[4,5-c]pyridin-2-yl)-5-ethylsulfonyl-3-pyridyl]benzonitrile